(1-(2-(5-(difluoromethoxy)-1H-indol-3-yl)ethyl)-7-ethoxy-6-methoxy-3,4-dihydroisoquinolin-2(1H)-yl)(morpholinyl)methanone FC(OC=1C=C2C(=CNC2=CC1)CCC1N(CCC2=CC(=C(C=C12)OCC)OC)C(=O)N1CCOCC1)F